C1(=CC=CC=C1)C1=CC=C(C=C1)C1=NC(=NC(=N1)C1=CC=C(C=C1)C1=CC=CC=C1)C1=C(C=C(C=C1)O)O 4-[4,6-bis(4-phenylphenyl)-1,3,5-triazin-2-yl]Benzene-1,3-diol